COC=1C=2C=C3N(C2C=CC1)C(C=C3C3=CC=CC=C3)(O)C(F)(F)F 8-Methoxy-1-phenyl-3-(trifluoromethyl)-3H-pyrrolo[1,2-a]indol-3-ol